C(C(C)C)OC(C(C(C(=O)OCC(C)C)C)CCC(F)(F)F)=O 2-(3,3,3-trifluoropropyl)-3-methylsuccinic acid diisobutyl ester